4-(4-piperidinyl)-3-hydroxyisothiazole hydrobromide Br.N1CCC(CC1)C=1C(=NSC1)O